C(C1=CC=CC=C1)C(C=C(CC1=CC=CC=C1)CC1=CC=CC=C1)OC(C=C(CC1=CC=CC=C1)CC1=CC=CC=C1)CC1=CC=CC=C1 tribenzyl-allyl ether